FC1=NN2C(N=CC3=C2C(CC3C#N)(C)C)=C1C 2-fluoro-3,8,8-trimethyl-7,8-dihydro-6H-cyclopenta[e]pyrazolo[1,5-a]pyrimidine-6-carbonitrile